5-[[4-[5-isobutyl-2-(2H-tetrazol-5-yl)phenyl]piperazin-1-yl]methyl]-3-methyl-isoxazole C(C(C)C)C=1C=CC(=C(C1)N1CCN(CC1)CC1=CC(=NO1)C)C=1N=NNN1